FC1=CC=C(C=C1)CN1CCC2([C@@H](C2)CNC2=CC=C(N=N2)C2=CC=C(C=C2)NC(C)=O)CC1 N-[4-[6-[[(2R)-6-[(4-fluorophenyl)methyl]-6-azaspiro[2.5]octan-2-yl]methylamino]pyridazin-3-yl]phenyl]acetamide